COC(CNC1=NN(C=2C[C@H](C[C@H](C12)C1=CC=CC=C1)C)C)OC |r| rac-(4s,6s)-N-(2,2-dimethoxyethyl)-1,6-dimethyl-4-phenyl-4,5,6,7-tetrahydroindazol-3-amine